1-bromo-2-fluoro-5-nitro-4-(trifluoromethyl)benzene BrC1=C(C=C(C(=C1)[N+](=O)[O-])C(F)(F)F)F